4-(7,7-difluoro-2-(methylthio)-6,7-dihydro-5H-Cyclopenta[d]pyrimidin-4-yl)phenol FC1(CCC2=C1N=C(N=C2C2=CC=C(C=C2)O)SC)F